C(C)(C)(C)NC1=NC=2N(C(=N1)C=1OC(=CC1)C)N=CC2N=O N-(tert-butyl)-4-(5-methylfuran-2-yl)-8-nitrosopyrazolo[1,5-a][1,3,5]triazin-2-amine